3-methoxy-6-(4-methoxy-4-methylpiperidin-1-yl)pyridine-2-sulfonyl chloride COC=1C(=NC(=CC1)N1CCC(CC1)(C)OC)S(=O)(=O)Cl